C1(CCCCC1)P(CCCCCCCCCCCCCCCCCC)C1CCCCC1 dicyclohexyl-octadecylphosphine